N[C@H]1CS(C2=C(N(C1=O)CC1=CC=C(C=C1)Cl)C=C(C(=C2)F)C=2OC(=NN2)C(C(C(F)(F)F)N)(C)C)(=O)=O (3R)-3-amino-7-[5-(2-amino-3,3,3-trifluoro-1,1-dimethyl-propyl)-1,3,4-oxadiazol-2-yl]-5-[(4-chlorophenyl)methyl]-8-fluoro-1,1-dioxo-2,3-dihydro-1λ6,5-benzothiazepin-4-one